CC1(CCC2(CCC(O2)OC(CO)CCC)CC1)C 2-((8,8-Dimethyl-1-oxaspiro[4.5]dec-2-yl)oxy)pentan-1-ol